(R)-1-(2,5-difluoropyridin-3-yl)ethyl (4-(5-(3-fluorobicyclo[1.1.1]pentane-1-carboxamido)pyrimidin-2-yl)-1-methyl-1H-pyrazol-5-yl)carbamate FC12CC(C1)(C2)C(=O)NC=2C=NC(=NC2)C=2C=NN(C2NC(O[C@H](C)C=2C(=NC=C(C2)F)F)=O)C